N-[rac-(6S)-2-Cyclopropyl-4-methyl-5-oxo-7,8-dihydro-6H-pyrazolo[1,5-a][1,3]diazepin-6-yl]-1-[rac-(1S)-1-(4-fluorophenyl)ethyl]-1,2,4-triazol-3-carboxamid C1(CC1)C1=NN2C(N(C([C@H](CC2)NC(=O)C2=NN(C=N2)[C@@H](C)C2=CC=C(C=C2)F)=O)C)=C1 |r|